1-(1,2,3,5,6,7-hexahydropyrrolo[3,4-f]isoindol-4-yl)-N1-phenyl-benzene-1,4-diamine C1NCC=2C1=CC=1CNCC1C2C2(CC=C(C=C2)N)NC2=CC=CC=C2